[Cu+].BrC1=CC=CC=2N(C(NC21)=O)[C@H]2CC[C@H](CC2)C(=O)NC2=CC(=C(C=C2)C(F)(F)F)F (Cis)-4-(4-bromo-2-oxo-2,3-dihydro-1H-1,3-benzodiazol-1-yl)-N-[3-fluoro-4-(trifluoromethyl)phenyl]cyclohexane-1-carboxamide copper (I)